NC1=CC(=C(C=C1)C1=NC=C2N1CCN(C2)C(=O)OCC2=CC=CC=C2)N2CCCC2 benzyl 3-(4-amino-2-pyrrolidin-1-ylphenyl)-6,8-dihydro-5H-imidazo[1,5-a]pyrazine-7-carboxylate